6-chloro-N-(3-methoxy-2,6-dimethylphenyl)-3-methyl-3H-imidazo[4,5-c]pyridin-7-amine ClC1=C(C2=C(C=N1)N(C=N2)C)NC2=C(C(=CC=C2C)OC)C